FC1=C(C(=O)N[C@H](C(=O)OCC)CC=2C=NC(=CC2)N2C(N(C3=C(C2=O)COCC3)C)=O)C(=CC(=C1)N1[C@H](COCC1)C(F)(F)F)C ethyl (S)-2-(2-fluoro-6-methyl-4-((R)-3-(trifluoromethyl)morpholino) benzamido)-3-(6-(1-methyl-2,4-dioxo-1,5,7,8-tetrahydro-2H-pyrano[4,3-d]pyrimidin-3(4H)-yl)pyridin-3-yl)propanoate